COC(C1=C(C=C(C(=C1)F)C1=CC=CC=2CN(COC21)C(C2=C(C=C(C=C2Cl)N2CCN(CC2)C)Cl)=O)F)=O 4-[3-[2,6-Dichloro-4-(4-methylpiperazin-1-yl)benzoyl]-2,4-dihydro-1,3-benzoxazin-8-yl]-2,5-difluorobenzoic acid methyl ester